[N+](=O)([O-])C1=NN(C=C1C1=CC=2CCCC(C2C=C1)=O)C=1C=C(C=CC1)NC(C=C)=O N-(3-(3-nitro-4-(5-oxo-5,6,7,8-tetrahydronaphthalen-2-yl)-1H-pyrazol-1-yl)phenyl)acrylamide